CC(O)C1=CC=C(C2=C1OCCN2CC2=CC(=C(C=C2)OC)OC)C2=C(C=C(C=C2Cl)F)Cl methyl-(5-(2,6-dichloro-4-fluorophenyl)-4-(3,4-dimethoxybenzyl)-3,4-dihydro-2H-benzo[b][1,4]oxazin-8-yl)methanol